ethyl-pentanediamine C(C)C(CCCC)(N)N